[Sn].[Co].[Ce] cerium-cobalt-tin